ClC1=CC=C2C(=C1)NC([C@]21N(C(C=2C1=C(N(C2)C=2C(=NC(=NC2)OC)OC)C(C)C)=O)C2=C(C=C(C(=C2)Cl)F)F)=O (3S)-6-Chloro-2'-(5-chloro-2,4-difluorophenyl)-5'-(2,4-dimethoxypyrimidin-5-yl)-6'-(propan-2-yl)-1,2,3',5'-tetrahydro-2'H-spiro[indol-3,1-pyrrolo[3,4-c]pyrrol]-2,3'-dion